5-cyclopropyl-6-(6,11-dihydrodibenzo[b,e]thiepin-11-yl)-11-hydroxy-5,6-dihydro-10H-imidazo[1,2-d]pyrido[2,1-f][1,2,4]triazin-10-one C1(CC1)C1N(N2C(C=3N1C=CN3)=C(C(C=C2)=O)O)C2C3=C(SCC1=C2C=CC=C1)C=CC=C3